C1(CCC1)C=1C(=NN(C1NC(=O)C1CC(C1)(C)F)C)C1=CC=C(C=C1)F trans-N-(4-cyclobutyl-3-(4-fluorophenyl)-1-methyl-1H-pyrazol-5-yl)-3-fluoro-3-methylcyclobutane-1-carboxamide